(tert-butyldimethylsilyl)-tert-butyl glycolate C(CO)(=O)OC(C[Si](C)(C)C(C)(C)C)(C)C